[Pd].[Sb].CC(CO)CC1=CC=C(C=C1)C(=O)C1CCC(CC1)CN 2-methyl-3-[p-(4-aminomethylcyclohexylcarbonyl)phenyl]propanol antimony-palladium